O=C1NC(CCC1N1C(C2=CC=C(C=C2C1)CNC(=O)C=1OC2=C(C1)C=CC(=C2)OC)=O)=O N-((2-(2,6-Dioxopiperidin-3-yl)-1-oxoisoindolin-5-yl)methyl)-6-methoxybenzofuran-2-carboxamide